2-(chloromethyl)-5-methyl-thiazole ClCC=1SC(=CN1)C